5,7-di-tert-butyl-3-(3,4-dimethylphenyl)3H-benzofuran-2-one C(C)(C)(C)C=1C=C(C2=C(C(C(O2)=O)C2=CC(=C(C=C2)C)C)C1)C(C)(C)C